OC[C@H]1[C@@H](C1)N1N=NC(=C1)C(=O)NCC=1SC(=NN1)C1=CC=CC=C1 |r| Racemic-trans-1-(2-(hydroxymethyl)cyclopropyl)-N-((5-phenyl-1,3,4-thiadiazol-2-yl)methyl)-1H-1,2,3-triazole-4-carboxamide